C(CC=C)C=CC1=CC=CC=C1 (3-butenyl)styrene